6-((1R,2R)-2-aminocyclohexyl)-2,7-dichloro-5-(difluoromethyl)-N-(furan-2-ylmethyl)-5H-pyrrolo[3,2-d]pyrimidin-4-amine formate C(=O)O.N[C@H]1[C@@H](CCCC1)C1=C(C=2N=C(N=C(C2N1C(F)F)NCC=1OC=CC1)Cl)Cl